4-((4-bromopyridin-2-yl)oxy)-2-chloro-5-(ethoxymethyl)pyrimidine BrC1=CC(=NC=C1)OC1=NC(=NC=C1COCC)Cl